FC1=C(C=CC(=C1)F)C1=CC(=NO1)C(=O)NCC1CCN(CC1)CC1=C(C=CC=C1)OC 5-(2,4-difluorophenyl)-N-((1-(2-methoxybenzyl)piperidin-4-yl)methyl)isoxazole-3-carboxamide